9-(Difluoro-methyl)-7-fluoro-8-[1-(isopropylsulfonyl)-1H-indol-4-yl]-1,4,4-trimethyl-5H-[1,2,4]triazolo[4,3-a]quinoxaline FC(C=1C(=C(C=C2NC(C=3N(C12)C(=NN3)C)(C)C)F)C3=C1C=CN(C1=CC=C3)S(=O)(=O)C(C)C)F